C[SiH](N([Si](C=C)(C=C)C=C)C=C)C dimethyltetravinyldisilazan